C4-bromo-1H-pyrazole BrC=1C=NNC1